The molecule is a hydroxycoumarin antibiotic that is obtained from Streptomyces rishiriensis and exhibits potent antibacterial and anticancer activity. It has a role as a bacterial metabolite, a DNA synthesis inhibitor, a topoisomerase IV inhibitor, a Hsp90 inhibitor, an antineoplastic agent and an antimicrobial agent. It is a member of coumarins, a glycoside, a member of pyrroles, a heteroarenecarboxylate ester and an aromatic amide. CC1=CC=C(N1)C(=O)O[C@H]2[C@H]([C@@H](OC([C@@H]2OC)(C)C)OC3=C(C4=C(C=C3)C(=C(C(=O)O4)NC(=O)C5=CNC(=C5C)C(=O)NC6=C(C7=C(C(=C(C=C7)O[C@H]8[C@@H]([C@@H]([C@H](C(O8)(C)C)OC)OC(=O)C9=CC=C(N9)C)O)C)OC6=O)O)O)C)O